(4-hydroxybenzyl)methylethylanilinium OC1=CC=C(C[N+](C2=CC=CC=C2)(CC)C)C=C1